C(C)(C)OC([C@](CCCC)(C)NC(=O)OC(C)(C)C)=O (R)-2-((tert-butoxycarbonyl)amino)-2-methylhexanoic acid isopropyl ester